NC1=C(C=C(C=C1)O)Cl 4-amino-3-chlorophenol